N[C@@H]1[C@@H]([C@H]2CC[C@@H](C1)N2C2=C(N=C1C(=N2)NN=C1C=1C(=C2N=C(C=NC2=CC1)OC(C)C)Cl)CO)F {6-[(1R,2S,3S,5S)-3-amino-2-fluoro-8-azabicyclo[3.2.1]octan-8-yl]-3-[5-chloro-3-(propan-2-yloxy)quinoxalin-6-yl]-1H-pyrazolo[3,4-b]pyrazin-5-yl}methanol